(4-(1-(2-fluorophenyl)azetidin-3-yl)benzyl)piperidine-4-carboxylic acid FC1=C(C=CC=C1)N1CC(C1)C1=CC=C(CN2CCC(CC2)C(=O)O)C=C1